C(C)(C)(C)OC(NCC1=CC(=CC=C1)C1=CC(=C(C=2C=COC21)C2CC2)CO)=O 3-(4-cyclopropyl-5-(hydroxymethyl)benzofuran-7-yl)phenylmethylcarbamic acid tert-butyl ester